2-((1-(6-(Isoindolin-2-yl)-2,7-dimethyl-8-oxo-8H-pyrido[1,2-b]pyridazin-4-yl)ethyl)amino)benzoic acid ethyl ester C(C)OC(C1=C(C=CC=C1)NC(C)C=1C=2N(N=C(C1)C)C(C(=C(C2)N2CC1=CC=CC=C1C2)C)=O)=O